N-(cyclopropylmethyl)-1-[5-[5-[(1R)-1-(3,5-dichloro-4-pyridinyl)ethoxy]-1-tetrahydropyran-2-yl-indazol-3-yl]-4-fluoro-2-pyridinyl]-3-methyl-azetidin-3-amine C1(CC1)CNC1(CN(C1)C1=NC=C(C(=C1)F)C1=NN(C2=CC=C(C=C12)O[C@H](C)C1=C(C=NC=C1Cl)Cl)C1OCCCC1)C